C(C)(C)N1CC(CC1=O)N(C([O-])=O)C=1N=CC2=C(C(=C(C=C2C1)C1=C(C2=C(OCCN2)N=C1)C)F)N 1-Isopropyl-5-oxopyrrolidin-3-yl(8-amino-7-fluoro-6-(8-methyl-2,3-dihydro-1H-pyrido[2,3-b][1,4]oxazin-7-yl)isoquinolin-3-yl)carbamate